n-caprylic acid isobutyl ester CCCCCCCC(=O)OCC(C)C